CN1N=CC2=C(B1O)C=C(C=C2)O 2-methylbenzo[d][1,2,3]diazaborinine-1,7(2H)-diol